C1(=C(C=CC=C1)NC)NC phenylenebis(methylamine)